C(C)[Si](C=1SC2=C(C1)C=CC=C2B(O)O)(CC)CC 2-(TRIETHYLSILYL)BENZOTHIOPHENE-7-BORONIC ACID